ClC=1C(N(C(=CC1I)C)C1=CC(=NC=C1C)C=1C(=C(C(=O)N(C)C)C=CC1)F)=O (rac)-3-(3-chloro-4-iodo-5',6-dimethyl-2-oxo-2H-[1,4'-bipyridin]-2'-yl)-2-fluoro-N,N-dimethylbenzamide